N-(1-((2,2-dimethyl-1,3-dioxolan-4-yl)methyl)-6-fluoro-2-(1-hydroxy-2-methylpropan-2-yl)-1H-indol-5-yl)cyclopropanecarboxamide CC1(OCC(O1)CN1C(=CC2=CC(=C(C=C12)F)NC(=O)C1CC1)C(CO)(C)C)C